C(C)(=O)N1CC(CC1)C(=O)N(C)[C@H](C(F)(F)F)C1=CC=C(C=C1)NC=1C=NC=2N(C1[C@H](C)OC)N=C(N2)Cl 1-acetyl-N-[(1S)-1-[4-({2-chloro-7-[(1S)-1-methoxyethyl]-[1,2,4]triazolo[1,5-a]pyrimidin-6-yl}amino)phenyl]-2,2,2-trifluoroethyl]-N-methylpyrrolidine-3-carboxamide